(1r,3r)-3-(3-chloro-4-(6-(1-methylcyclopropoxy)-9-((4-methylpyridin-2-yl)methyl)-9H-purin-8-yl)phenoxy)cyclobutan-1-ol ClC=1C=C(OC2CC(C2)O)C=CC1C=1N(C2=NC=NC(=C2N1)OC1(CC1)C)CC1=NC=CC(=C1)C